C(C=C)(=O)N1C[C@](CC1)(C1=C(C(=CC=C1F)Cl)Cl)NC1=CC(=C2CCN(C(C2=C1)=O)CC(=O)O)F (s)-2-(7-((1-acryloyl-3-(2,3-dichloro-6-fluorophenyl)pyrrolidin-3-yl)amino)-5-fluoro-1-oxo-3,4-dihydroisoquinolin-2(1H)-yl)acetic acid